N1(N=CC=C1)C1=CC=C(CN(C=2SC(=C(N2)C)CN2CCOCC2)CC2=CC(=CC=C2)OC)C=C1 N-(4-(1H-pyrazol-1-yl)benzyl)-N-(3-methoxybenzyl)-4-methyl-5-(morpholinomethyl)thiazol-2-amine